3,7-dihydro-purine-6-thione N1=CNC=2N=CNC2C1=S